(4S)-3-tert-Butoxycarbonyl-2,2-dioxo-1,2,3-oxathiazinane-4-carboxylic acid benzyl ester C(C1=CC=CC=C1)OC(=O)[C@H]1N(S(OCC1)(=O)=O)C(=O)OC(C)(C)C